1-(3,5-Difluoro-pyridin-2-yl)-8-(1,3-dimethyl-1H-pyrazol-4-yl)-7-methoxy-3-methyl-1,3-dihydro-imidazo[4,5-c]chinolin-2-on FC=1C(=NC=C(C1)F)N1C(N(C=2C=NC=3C=C(C(=CC3C21)C=2C(=NN(C2)C)C)OC)C)=O